N-[(3-amino-4-bromophenyl)methyl]-2-cyclopropyl-N-[1-methyl-3-(trifluoro-methyl)-1H-pyrazol-4-yl]pyrimidine-5-carboxamide NC=1C=C(C=CC1Br)CN(C(=O)C=1C=NC(=NC1)C1CC1)C=1C(=NN(C1)C)C(F)(F)F